ClC=1C=CC(=C(C1)NC(C(=O)O)=O)N1C(CCC1)=O 2-((5-chloro-2-(2-oxopyrrolidin-1-yl)phenyl)amino)-2-oxoacetic acid